(3R,4S)-4-[4-[3-Chloro-4-[1-(5-fluoro-2-pyridyl)-2-hydroxy-ethoxy]pyrazolo[1,5-a]pyridin-6-yl]-5-methyl-triazol-1-yl]-3-hydroxy-piperidine-1-carbonitrile ClC=1C=NN2C1C(=CC(=C2)C=2N=NN(C2C)[C@@H]2[C@@H](CN(CC2)C#N)O)OC(CO)C2=NC=C(C=C2)F